COC1=C(C=CC=C1)C=1C=NC=CC1C(=O)NC=1SC2=C(N1)C=C(C=C2)C(F)(F)F 3-(2-methoxyphenyl)-N-[5-(trifluoromethyl)-1,3-benzothiazol-2-yl]pyridine-4-carboxamide